C(C1=CC=CC=C1)OCC12C(C(C1)(C2)C#N)CCC(=O)OC(C)(C)C tert-butyl 3-(1-((benzyloxy)methyl)-3-cyanobicyclo[1.1.1]pentan-2-yl)propanoate